R-1-isopropylamino-3-(6-methoxy-1-naphthoxy)-2-propanol C(C)(C)NC[C@H](COC1=CC=CC2=CC(=CC=C12)OC)O